2-amino-N-(2-chloro-4-nitrophenyl)-3-methylbutanamide NC(C(=O)NC1=C(C=C(C=C1)[N+](=O)[O-])Cl)C(C)C